C1(CC1)C=1C(=C2C(C(N(C2=CC1)CC(=O)OCC)=O)(C)C)F ethyl 2-(5-cyclopropyl-4-fluoro-3,3-dimethyl-2-oxoindol-1-yl)acetate